COC1=CC=2N(C=C1C(=O)NC1C3CCOC3C13CCC3)C=C(N2)C2CCOCC2 7-methoxy-N-(4-oxaspiro[bicyclo[3.2.0]heptane-6,1'-cyclobutan]-7-yl)-2-(tetrahydro-2H-pyran-4-yl)imidazo[1,2-a]pyridine-6-carboxamide